N1CCC2(CC1)CCC=1C(=CC=CC12)C(=O)N dihydrospiro[indene-1,4'-piperidine]-4-carboxamide